6-[2-(2-methyl-benzo[b]thiophen-3-yl)-ethylamino]-pyrimidin CC1=C(C2=C(S1)C=CC=C2)CCNC2=CC=NC=N2